N-[2-{(3S)-3-[(methylamino)methyl]piperidin-1-yl}-4-phenoxy-3-(trifluoromethyl)phenyl]-2-(pyridazin-4-yl)-1,3-thiazole-4-carboxamide CNC[C@H]1CN(CCC1)C1=C(C=CC(=C1C(F)(F)F)OC1=CC=CC=C1)NC(=O)C=1N=C(SC1)C1=CN=NC=C1